[Si](C)(C)(C(C)(C)C)OC=1C=CC(=NC1)NS(=O)(=O)C1CCNCC1 N-[5-[(tert-butyldimethylsilyl)oxy]pyridin-2-yl]piperidine-4-sulfonamide